CC1=NC(=CC(=C1)C=1C(=NN(C1C(=O)O)C=1SC(=C(N1)C=1C=C(C=CC1)C)SC(C)C)C)C 4-(2,6-dimethylpyridin-4-yl)-1-(5-(isopropylthio)-4-m-tolylthiazol-2-yl)-3-methyl-1H-pyrazole-5-carboxylic acid